2-amino-7-fluoro-1-(3-hydroxy-2,6-dimethyl-phenyl)-6-methyl-pyrrolo[3,2-c]pyridine-3-carboxamide NC1=C(C=2C=NC(=C(C2N1C1=C(C(=CC=C1C)O)C)F)C)C(=O)N